bismuth manganite [Mn](=O)([O-])[O-].[Bi+3].[Mn](=O)([O-])[O-].[Mn](=O)([O-])[O-].[Bi+3]